COC1=C(C=CC(=C1)C1=NC=CC=N1)NNC(=O)N=N (2-methoxy-4-(pyrimidin-2-yl)phenyl)carbazone